Ethyl (3S)-3-(3-(4-(8-(4-methoxybenzyl)-5,6,7,8-tetrahydro-1,8-naphthyridin-2-yl)phenyl)-2-oxoazetidin-1-yl)-3-(6-methoxypyridin-3-yl)propanoate COC1=CC=C(CN2CCCC=3C=CC(=NC23)C2=CC=C(C=C2)C2C(N(C2)[C@@H](CC(=O)OCC)C=2C=NC(=CC2)OC)=O)C=C1